1-(1-acetylpiperidin-4-yl)-4-chloro-N-(5-(3-chloro-4-methoxyphenyl)-3-methylpyridin-2-yl)-1H-pyrazole-5-carboxamide C(C)(=O)N1CCC(CC1)N1N=CC(=C1C(=O)NC1=NC=C(C=C1C)C1=CC(=C(C=C1)OC)Cl)Cl